5-(4-(3,3-dimethylcyclopent-1-en-1-yl)-5-fluoropyrrolo[1,2-b]pyridazin-2-yl)pyrimidine-2,4(1H,3H)-dione CC1(C=C(CC1)C=1C=2N(N=C(C1)C=1C(NC(NC1)=O)=O)C=CC2F)C